(S)-1-(3-(difluoromethoxy)phenyl)-3-ethyl-3-methyl-N-(3-methyl-1,1-dioxathiolan-3-yl)-2-oxoindoline-5-carboxamide FC(OC=1C=C(C=CC1)N1C([C@@](C2=CC(=CC=C12)C(=O)NC1(SOCC1)C)(C)CC)=O)F